CN1N=NC(=C1NC(O[C@H](CF)C1=CC=CC=C1)=O)C1=NC(=C(C=C1)NS(=O)(=O)C)C (S)-2-fluoro-1-phenylethyl (1-methyl-4-(6-methyl-5-(methyl-sulfonamido)pyridin-2-yl)-1H-1,2,3-triazol-5-yl)carbamate